n-methyl-2-(4-methyl-1,4-diazepan-1-yl)benzo[4,5]imidazo[1,2-a][1,8]naphthyridine-6-carboxamide CNC(=O)C=1C=2N(C=3N=C(C=CC3C1)N1CCN(CCC1)C)C1=C(N2)C=CC=C1